ClC=1C(=NC(=NC1)NC1=NC(=NC=C1)C)C1=CC=C2CN(C(C2=C1)=O)C(C(=O)N[C@H](C)C1=NC(=CC=C1)NCC)C 6-{5-chloro-2-[(2-methylpyrimidin-4-yl)amino]pyrimidin-4-yl}-1-oxo-2,3-dihydro-1H-isoindol-2-yl-N-[(1R)-1-[6-(ethylamino)pyridin-2-yl]ethyl]propanamide